9-(2-chloro-4-fluorophenyl)-3,4-dihydropyrido[2,1-c][1,2,4]thiadiazine 2,2-dioxide ClC1=C(C=CC(=C1)F)C1=CC=CN2C1=NS(CC2)(=O)=O